ethyl 2-(3,4-dichlorophenyl)-6-[[3-(difluoromethyl)pyrazol-1-yl]methyl]-1-ethyl-4-oxo-pyridine-3-carboxylate ClC=1C=C(C=CC1Cl)C=1N(C(=CC(C1C(=O)OCC)=O)CN1N=C(C=C1)C(F)F)CC